N-(1-(5-(3-cyano-6-(2-hydroxy-2-methylpropoxy)pyrazolo[1,5-a]pyridin-4-yl)pyridin-2-yl)-4-methylpiperidin-4-yl)-4,6-dimethoxypyrimidine-2-carboxamide C(#N)C=1C=NN2C1C(=CC(=C2)OCC(C)(C)O)C=2C=CC(=NC2)N2CCC(CC2)(C)NC(=O)C2=NC(=CC(=N2)OC)OC